OC(C(=O)N)CCCCCCC(=O)N Hydroxy-nonanediamide